N[C@H](CO)C(=O)N D-serine, amide